COC(C1CCN(CC1)C1=C(C=C(C(=O)O)C=C1F)F)OC 4-[4-(dimethoxymethyl)-1-piperidyl]-3,5-difluoro-benzoic acid